C(CCCCCCCCCCC)[N+](C)(C)CC(=O)[O-] (Lauryldimethyl-ammonio)acetate